3,3',3'',3'''-((5-(2,6-diphenylpyridin-4-yl)-1,3-phenylene)bis(9H-carbazole-9,3,6-triyl))tetrabenzonitrile C1(=CC=CC=C1)C1=NC(=CC(=C1)C=1C=C(C=C(C1)N1C2=CC=C(C=C2C=2C=C(C=CC12)C=1C=C(C#N)C=CC1)C=1C=C(C#N)C=CC1)N1C2=CC=C(C=C2C=2C=C(C=CC12)C=1C=C(C#N)C=CC1)C=1C=C(C#N)C=CC1)C1=CC=CC=C1